7-ethyl-N-methoxy-N-methyl-6-oxo-5,6-dihydro-1,5-naphthyridine-3-carboxamide C(C)C=1C(NC=2C=C(C=NC2C1)C(=O)N(C)OC)=O